1-[6-(trifluoro-methyl)pyridin-3-yl]methan-amine FC(C1=CC=C(C=N1)CN)(F)F